S(=O)(=O)([O-])N.S(=O)(=O)([O-])N.[Co+2] cobalt(II) di(amidosulfate)